O=C1NC(CCC1NC=1C=C(C=CC1)C#CCNC(C1=NC=C(C=C1)C=1C=C2CCCN(C2=CC1F)C=1C=2C=C(C(N(C2C=C(C1)CC)C)=O)C)=O)=O N-(3-(3-((2,6-Dioxopiperidin-3-yl)amino)phenyl)prop-2-yn-1-yl)-5-(7'-ethyl-7-fluoro-1',3'-dimethyl-2'-oxo-1',2',3,4-tetrahydro-2H-[1,5'-biquinolin]-6-yl)picolinamide